IC=1C(=NN2C1N=C(C=C2)CN2CCOCC2)C=2C=C(C#N)C=CC2 3-[3-iodo-5-(morpholinomethyl)pyrazolo[1,5-a]pyrimidin-2-yl]benzonitrile